(1R,3S)-3-(3-{[(2-sulfamoylphenyl)acetyl]-amino}-1H-pyrazol-5-yl)cyclopentylpropyl-carbamate S(N)(=O)(=O)C1=C(C=CC=C1)CC(=O)NC1=NNC(=C1)[C@@H]1C[C@H](CC1)CCCNC([O-])=O